C12N(CC(NC1)C2)C2=NC=NC1=CC(=CC=C21)NC2=NC=CC(=N2)C2=CC1=C(N(N=C1C=C2)C)C(C)C 4-(2,5-diazabicyclo[2.2.1]hept-2-yl)-N-(4-(3-isopropyl-2-methyl-2H-indazol-5-yl)pyrimidin-2-yl)quinazolin-7-amine